4-(4-carboxy-2-((phenylmethyl)sulfonamido)phenyl)-1-ethylpiperazin-1-ium chloride [Cl-].C(=O)(O)C1=CC(=C(C=C1)N1CC[NH+](CC1)CC)NS(=O)(=O)CC1=CC=CC=C1